3,5-difluoro-4-((1R,3R)-2-(2-fluoro-2-methylpropyl)-3-methyl-2,3,4,9-tetrahydro-1H-pyrido[3,4-b]indol-1-yl)phenol FC=1C=C(C=C(C1[C@H]1N([C@@H](CC2=C1NC1=CC=CC=C21)C)CC(C)(C)F)F)O